COC=1C=C(C=CC1)C1=NC=NC2=CC=CC=C12 4-(3-methoxyphenyl)quinazoline